ClC=1C=C2C(=NC1F)NC=C2 5-chloro-6-fluoro-1H-pyrrolo[2,3-b]pyridine